neopentylsuccinic acid dineopentyl ester C(C(C)(C)C)OC(C(CC(=O)OCC(C)(C)C)CC(C)(C)C)=O